C(C)(C)(C)C1CC2NCCCC2N1C(=O)OCCCC1CCN(CC1)C1=NC(=NC(=C1)C1=CC=C(C=C1)Cl)C=1C=NC=CC1 3-(1-(6-(4-chlorophenyl)-2-(pyridin-3-yl)pyrimidin-4-yl)piperidin-4-yl)propan-1-ol tert-butyl-octahydro-1H-pyrrolo[3,2-b]pyridine-1-carboxylate